3-Methyl-5-(N-(quinolin-8-ylmethyl)-N-phenylethylsulfamoyl)benzofuran-2-carboxylic acid CC1=C(OC2=C1C=C(C=C2)S(N(CCC2=CC=CC=C2)CC=2C=CC=C1C=CC=NC21)(=O)=O)C(=O)O